FC(C(C)(C)OCC=C)(F)F 3-((1,1,1-trifluoro-2-methylpropan-2-yl)oxy)prop-1-ene